FC1=CC(=C(C=C1C=1C=NC(=NC1)N1CCOCC1)NC(=O)C1=CNC(C=C1C(F)(F)F)=O)N1CC(CC1)NC N-[4-fluoro-2-[3-(methylamino)pyrrolidin-1-yl]-5-(2-morpholin-4-ylpyrimidin-5-yl)phenyl]-6-oxo-4-(trifluoromethyl)-1H-pyridine-3-carboxamide